C(CC(O)(C(=O)[O-])CC(=O)OC)(=O)OC Dimethyl citrate